CS(=O)(=O)O[C@H](COCC[C@H](C)OC=1C=NC=C(C1)C1=NN(C2=CC=C(C=C12)O[Si](C)(C)C(C)(C)C)C1OCCCC1)C [(1S)-2-[(3S)-3-[[5-[5-[tert-butyl(dimethyl)silyl]oxy-1-tetrahydropyran-2-yl-indazol-3-yl]-3-pyridyl]oxy]butoxy]-1-methyl-ethyl] methanesulfonate